NC1=NNC2=CC=C(C(=C12)C1=C(C=C2C(=NC(=NC2=C1F)OCCN(CC)CC)N1C[C@H](N(C[C@@H]1C)C(C=C)=O)C)Cl)C 1-((2R,5S)-4-(7-(3-amino-5-methyl-1H-indazol-4-yl)-6-chloro-2-(2-(diethylamino)ethoxy)-8-fluoroquinazolin-4-yl)-2,5-dimethylpiperazin-1-yl)prop-2-en-1-one